CC1=C(C=CC=C1C)N1CCN(CC1)C(CN1N=C(C2=C1C[C@@H]1[C@H]2C1)C(=O)N1C[C@@H](CC1)CO)=O 1-[4-(2,3-Dimethylphenyl)piperazin-1-yl]-2-{(3bR,4aR)-3-[(3R)-3-(hydroxymethyl)pyrrolidin-1-carbonyl]-3b,4,4a,5-tetrahydro-1H-cyclopropa[3,4]cyclopenta[1,2-c]pyrazol-1-yl}ethan-1-on